5-chloro-N-((1r,4r)-4-((3-(1-ethyl-1H-pyrazolo[3,4-b]pyridin-5-yl)-2-oxo-2,3-dihydro-1H-benzo[d]imidazol-1-yl)methyl)cyclohexyl)-2-methylnicotinamide ClC=1C=NC(=C(C(=O)NC2CCC(CC2)CN2C(N(C3=C2C=CC=C3)C=3C=C2C(=NC3)N(N=C2)CC)=O)C1)C